2-(p-tolyl)-9H-pyrimido[4,5-b]indole C1(=CC=C(C=C1)C=1N=CC2=C(NC3=CC=CC=C23)N1)C